5-ethoxycarbonylmethyl-bicyclo[2.2.1]Hept-2-ene C(C)OC(=O)CC1C2C=CC(C1)C2